N(C(=N)N)C1=CC=C(C(=O)OC=2C=3N(C(=CC2)CC(=O)NCC(=O)O)N=CN3)C=C1 2-(2-(8-(4-guanidinobenzoyloxy)-[1,2,4]triazolo[1,5-a]pyridin-5-yl)acetamido)acetic acid